acryloyloxydodecyl-iododimethylsilane C(C=C)(=O)OCCCCCCCCCCCC[Si](C)(C)I